Cl.CN(C1=NN2C(N(C(=C(C2=O)N2CCNCC2)CC)CC(=O)NC23CC(C2)(C3)C(F)(F)F)=N1)C 2-[2-(dimethylamino)-5-ethyl-7-oxo-6-(piperazin-1-yl)-[1,2,4]triazolo[1,5-a]pyrimidin-4-yl]-N-[3-(trifluoromethyl)bicyclo[1.1.1]pentan-1-yl]acetamide hydrochloride